8-(1-But-2-enoyl-piperidin-4-yl)-2-(4-phenoxy-phenyl)-5,6,7,8-tetrahydro-imidazo[1,2-b]pyridazine-3-carboxamide C(C=CC)(=O)N1CCC(CC1)C1C=2N(NCC1)C(=C(N2)C2=CC=C(C=C2)OC2=CC=CC=C2)C(=O)N